4-(2,3-difluoro-4-(4,4,5,5-tetramethyl-1,3,2-dioxaborolan-2-yl)phenyl)-3-methyl-1-((2-(trimethylsilyl)ethoxy)methyl)-1H-pyrazole FC1=C(C=CC(=C1F)B1OC(C(O1)(C)C)(C)C)C=1C(=NN(C1)COCC[Si](C)(C)C)C